CC1=C2C=C(NC2=CC=C1)C(=O)C=1NC2=CC(=CC=C2C1)NC(OC(C)(C)C)=O tert-Butyl (2-(4-methyl-1H-indole-2-carbonyl)-1H-indol-6-yl)carbamate